isopropyl ((((1R,2S,4S)-3-oxo-1-azabicyclo[2.2.1]heptan-2-yl)methoxy)(phenoxy)phosphoryl)-L-alaninate O=C1[C@@H](N2CC[C@H]1C2)COP(=O)(OC2=CC=CC=C2)N[C@@H](C)C(=O)OC(C)C